C(#N)C1=C(C=C(C(=O)N(C=2C=C(C=3N(C2)C(=CN3)C=3C=CC(=NC3)NC(OC)=O)C)C)C=C1)C methyl N-[5-[6-[(4-cyano-3-methyl-benzoyl)-methyl-amino]-8-methyl-imidazo[1,2-a]pyridin-3-yl]-2-pyridyl]carbamate